OC(COC1=CC=C2C(=NNC2=C1)C(=O)N)(C)C 6-(2-hydroxy-2-methylpropoxy)-1H-indazole-3-carboxamide